O1COCCC1 1,3-Dioxan